FC(C=1C=C(OC=2C=C(N)C=CC2)C=CC1)(F)F 3-(3-(trifluoromethyl)phenoxy)aniline